CC(C(=O)N1CC2(CC1)CN(C1=CC=CC=C12)S(=O)(=O)C1=CC=C(C=C1)S(=O)(=O)N(C)C)(C)C 4-{[1'-(2,2-dimethylpropanoyl)-1,2-dihydrospiro[indole-3,3'-pyrrolidin]-1-yl]sulfonyl}-N,N-dimethylbenzene-1-sulfonamide